CC1=C(C2=C(C(=N1)NC)CN(C2)C(=O)C=2C=NN(C2)C)C [6,7-dimethyl-4-(methylamino)-1,3-dihydro-2H-pyrrolo[3,4-c]pyridin-2-yl](1-methyl-1H-pyrazol-4-yl)methanone